The molecule is a 2-hydroxy fatty acid anion that is the conjugate base of 2-hydroxytricosanoic acid, obtained by deprotonation of the carboxy group; major species at pH 7.3. It is a 2-hydroxy fatty acid anion and a very long-chain fatty acid anion. It derives from a tricosanoate. It is a conjugate base of a 2-hydroxytricosanoic acid. CCCCCCCCCCCCCCCCCCCCCC(C(=O)[O-])O